1-allyl-1,2,3,4-tetrahydroisoquinoline C(C=C)C1NCCC2=CC=CC=C12